NC=1C=C(C=C(C1)C(F)(F)F)C(C)NC1=NC(=NC2=C3C(=C(C=C12)NC=1OCCN1)CCC3)C N4-(1-(3-amino-5-(trifluoromethyl)phenyl)ethyl)-N6-(4,5-dihydro-oxazol-2-yl)-2-methyl-8,9-dihydro-7H-cyclopenta[H]quinazoline-4,6-diamine